C(C)(=O)N1C[C@@H]([C@@H](C1)NC=1N=CC2=CC(=NC(=C2C1)NC1COC1)C1=C(C(=CC(=C1Cl)OC)OC)Cl)NC(C=C)=O N-((3S,4R)-1-acetyl-4-((7-(2,6-dichloro-3,5-dimethoxyphenyl)-5-(oxetan-3-yl-amino)-2,6-naphthyridin-3-yl)amino)pyrrolidin-3-yl)acrylamide